(R)-1-(1-(2-((2-chloro-phenyl)amino)pyrimidin-4-yl)-1H-pyrazol-4-yl)-3-(2-hydroxy-1-phenylethyl)urea ClC1=C(C=CC=C1)NC1=NC=CC(=N1)N1N=CC(=C1)NC(=O)N[C@@H](CO)C1=CC=CC=C1